The molecule is a myricetin O-glucuronide that is myricetin with a beta-D-glucosiduronic acid residue attached at the 3-position. It has a role as a metabolite. It is a myricetin O-glucuronide, a pentahydroxyflavone and a monosaccharide derivative. C1=C(C=C(C(=C1O)O)O)C2=C(C(=O)C3=C(C=C(C=C3O2)O)O)O[C@H]4[C@@H]([C@H]([C@@H]([C@H](O4)C(=O)O)O)O)O